FC1=CC(=C(C(=O)NC2=C(C=C(C(=C2)C=2C=NC(=NC2)N2CCNCC2)F)N2C[C@H](N(CC2)C)C)C=C1)C(F)(F)F |r| 4-fluoro-N-[4-fluoro-5-(2-piperazin-1-ylpyrimidin-5-yl)-2-[rac-(3R)-3,4-dimethylpiperazin-1-yl]phenyl]-2-(trifluoromethyl)benzamide